(1R,3S)-3-((6-chloro-2-(trifluoromethyl)quinoline-4-yl)-amino)cyclohexane ClC=1C=C2C(=CC(=NC2=CC1)C(F)(F)F)NC1CCCCC1